1-(4-cyclopropyl-2-methoxyphenyl)-N-((3R,5S)-5-methyl-1-(1H-tetrazol-5-yl)piperidin-3-yl)cyclopropane-1-carboxamide C1(CC1)C1=CC(=C(C=C1)C1(CC1)C(=O)N[C@H]1CN(C[C@H](C1)C)C1=NN=NN1)OC